[I-].C(C)[N+]1=C(C=CC2=CC=CC=C12)\C=C\C=C/1\N(C2=CC=CC=C2C=C1)CC 1-ethyl-2-((E)-3-((E)-1-ethylquinolin-2(1H)-ylidene)prop-1-en-1-yl)quinolin-1-ium iodide